tert-butyl-4-[[2-(2-fluoro-5-hydroxy-4-isopropenyl-phenyl)acetyl]amino]pyridine-2-carboxamide C(C)(C)(C)C=1C(=NC=CC1NC(CC1=C(C=C(C(=C1)O)C(=C)C)F)=O)C(=O)N